[N+](=O)([O-])C1=CC=C2C(=NNC2=C1)N1CCOCC1 4-(6-nitro-1H-indazol-3-yl)morpholine